C(C)(C)(C)OC(=O)C1=C2C(=C(NC2=CC=C1)C)C(C1=CC=C(C=C1)[N+](=O)[O-])=O tert-butoxycarbonyl-3-(4-nitrobenzoyl)-2-methylindole